ClC=1C=C(CNC=2C(=NC=C(N2)C#N)C(=O)N)C=CC1 3-(3-chlorobenzylamino)-5-cyanopyrazine-2-carboxamide